ClC=1C=C(C=CC1)SCC(=O)NCC1=CC(=C(C=C1)O)O 2-((3-chlorophenyl)thio)-N-(3,4-dihydroxybenzyl)acetamide